ClC1=CC=C(C=C1)NC(CC(=O)O)=O 3-((4-chlorophenyl)amino)-3-oxopropanoic acid